2-(2-ethoxyethoxy)ethane C(C)OCCOCC